ClC1=C(C=CC=C1F)C1=CN(C(N(C1=O)CC#N)=O)CC(N1CCC(CC1)N1C(NC2=C(CC1)C=CC=C2)=O)=O (5-(2-Chloro-3-fluoro-phenyl)-2,6-dioxo-3-{2-oxo-2-[4-(2-oxo-1,2,4,5-tetrahydro-benzo[d][1,3]diazepin-3-yl)-piperidin-1-yl]-ethyl}-3,6-dihydro-2H-pyrimidin-1-yl)-acetonitrile